1-oxaspiro[4.4]nonan O1CCCC12CCCC2